2-(5-cyano-2-methoxypyridin-4-yl)propionic acid C(#N)C=1C(=CC(=NC1)OC)C(C(=O)O)C